(4-fluorophenyl)-4-hydroxy-N-((1r,3r)-3-methylcyclobutyl)-1-(2-morpholinoethyl)-2-oxo-1,2-dihydro-1,8-naphthyridine-3-carboxamide FC1=CC=C(C=C1)C1=C2C(=C(C(N(C2=NC=C1)CCN1CCOCC1)=O)C(=O)NC1CC(C1)C)O